Pyridine-3-carbaldehyde N1=CC(=CC=C1)C=O